PYRIMIDYL-PYRIMIDIN N1=C(N=CC=C1)C1=NC=CC=N1